(2R,3R,4R,5R)-5-(4-chloro-5-fluoro-7H-pyrrolo[2,3-d]pyrimidin-7-yl)-2-(hydroxymethyl)-4-methoxytetrahydrofuran-3-ol ClC=1C2=C(N=CN1)N(C=C2F)[C@H]2[C@@H]([C@@H]([C@H](O2)CO)O)OC